(1S)-1-(oxetan-3-yl)ethanamine O1CC(C1)[C@H](C)N